3-[2,4-bis[(3R)-3-methylmorpholin-4-yl]pyrido[2,3-d]pyrimidin-7-yl]-N-[2-[2-[2-[2-(2-hydroxyethoxy)ethoxy]ethoxy]ethoxy]ethyl]benzamide C[C@H]1N(CCOC1)C=1N=C(C2=C(N1)N=C(C=C2)C=2C=C(C(=O)NCCOCCOCCOCCOCCO)C=CC2)N2[C@@H](COCC2)C